[2-[4-[(3S)-3-(5-fluoro-6-methyl-3-pyridyl)isoxazolidine-2-carbonyl]-1-piperidyl]pyrimidin-4-yl]-5-methyl-pyrazole-4-carboxylic acid FC=1C=C(C=NC1C)[C@H]1N(OCC1)C(=O)C1CCN(CC1)C1=NC=CC(=N1)C1=NNC(=C1C(=O)O)C